[Fe]=S.[Pb] lead iron sulfide